BrC=1C=C2C=CC(N(C2=NC1)C1CC(C1)=O)=O 6-bromo-1-(3-oxocyclobutyl)-1,2-dihydro-1,8-naphthyridin-2-one